Boc-Z-prolinal C(=O)(OC(C)(C)C)N1[C@@H](CCC1)C=O